methyl 6-(2-((2,4-dimethoxybenzyl)amino)ethyl)nicotinate COC1=C(CNCCC2=NC=C(C(=O)OC)C=C2)C=CC(=C1)OC